C1=NC=CC2=CC(=CC=C12)C1=CCC(CN1C(=O)OC(C)(C)C)C tert-butyl 6-(6-isoquinolyl)-3-methyl-3,4-dihydro-2H-pyridine-1-carboxylate